C1=CC2C3C(C1O2)C(=O)OC3=O exo-7-oxabicyclo[2.2.1]hept-5-ene-2,3-dicarboxylic anhydride